ClC=1C=C(C=C(C1OC1=NNC(C(=C1)C1CC(C1)(F)F)=O)Cl)N1N=C(C(NC1=O)=O)C#N 2-(3,5-dichloro-4-((5-(3,3-difluorocyclobutyl)-6-oxo-1,6-dihydropyridazin-3-yl)oxy)phenyl)-3,5-dioxo-2,3,4,5-tetrahydro-1,2,4-triazine-6-carbonitrile